CN(CCC=1C=C(C=NC1)C#CC=1C(=C(C(=CC1)O)N1CC(NS1(=O)=O)=O)F)C 5-(3-((5-(2-(dimethylamino)ethyl)pyridin-3-yl)ethynyl)-2-fluoro-6-hydroxyphenyl)-1,2,5-thiadiazolidin-3-one 1,1-dioxide